(3R,10R)-3-((1H-pyrazol-1-yl)methyl)-7-((2S,5R)-4-acryloyl-2,5-dimethylpiperazin-1-yl)-9-chloro-10-(2-fluoro-6-hydroxyphenyl)-2H-[1,4]oxazino-[2,3,4-ij]quinazolin-5(3H)-one N1(N=CC=C1)C[C@@H]1COC=2C(=C(C=C3C(=NC(N1C23)=O)N2[C@H](CN([C@@H](C2)C)C(C=C)=O)C)Cl)C2=C(C=CC=C2O)F